tertiary butyl-thioacetic acid C(C)(C)(C)CC(=S)O